N-[5-(1H-benzimidazol-2-yl)-1H-pyrazol-3-yl]-3-chloro-4-(2-methoxyethoxy)benzamide N1C(=NC2=C1C=CC=C2)C2=CC(=NN2)NC(C2=CC(=C(C=C2)OCCOC)Cl)=O